CC1=C(C=C(C(=C1)OC1=CC(=CC=C1)SCC(F)(F)F)C)C(N(C)CC)=N (2,5-dimethyl-4-{3-[(2,2,2-trifluoroethyl)sulfanyl]phenoxy}phenyl)-N-ethyl-N-methylimidoformamide